1-valeroyl-4-methoxy-3,5,5-trimethylcyclohex-3-en-2,6-dione C(CCCC)(=O)C1C(C(=C(C(C1=O)(C)C)OC)C)=O